3-methyl-2-nitroaniline CC=1C(=C(N)C=CC1)[N+](=O)[O-]